(2-(2-Benzyl-4-methylphenoxy)ethyl)-4-methylpiperazine hydrochloride Cl.C(C1=CC=CC=C1)C1=C(OCCN2CCN(CC2)C)C=CC(=C1)C